tert-butyl (S)-(1-(2-chloro-5-formylpyridin-4-yl)-3-methylpyrrolidin-3-Yl)carbamate ClC1=NC=C(C(=C1)N1C[C@@](CC1)(C)NC(OC(C)(C)C)=O)C=O